C(C)N(C=NC1=C(C=C(C(=C1)F)C1(COC1)OCC1=C(C=CC=C1)F)C)C N-ethyl-N'-(5-fluoro-4-(3-((2-fluorobenzyl)oxy)oxetan-3-yl)-2-methylphenyl)-N-methylformimidamide